Cl.Cl.Cl.N1=CC=CC2=C(C=CC=C12)C=1C=C2CCN(C2=CC1)CC=1C(=NC(=NC1)N)N 5-((5-(quinolin-5-yl)indolin-1-yl)methyl)pyrimidine-2,4-diamine trihydrochloride